2-(4,5-diphenyloxazol-2-yl)sulfanyl-N-methylacetamide C1(=CC=CC=C1)C=1N=C(OC1C1=CC=CC=C1)SCC(=O)NC